tert-Butyl 5-[2-(1-{3-[(4-{[tert-butyl(dimethyl)silyl]oxy}phenyl)amino]-5-cyanophenyl}-1H-1,2,3-triazol-4-yl)ethyl]-3,4-dihydroisoquinoline-2(1H)-carboxylate [Si](C)(C)(C(C)(C)C)OC1=CC=C(C=C1)NC=1C=C(C=C(C1)C#N)N1N=NC(=C1)CCC1=C2CCN(CC2=CC=C1)C(=O)OC(C)(C)C